ClC1C(=O)OCCCC1 chloro-ε-caprolactone